IC1=C(N)C(=CC(=C1)C)I 2,6-diiodo-4-methylaniline